C(C1=CC=CC=C1)C1CCN(CC1)CCCC1=CC(=C(C=C1)C1CCCCC1)Cl 4-benzyl-1-[3-(3-chloro-4-cyclohexylphenyl)propyl]piperidine